ClC1=CC(=C(C=C1)N(S(=O)(=O)C=1C=CC2=C(C=C(O2)C(=O)O)C1)CC)CN(C(=O)C1CC1)CC=1OC=CC1 5-(N-(4-chloro-2-((N-(furan-2-ylmethyl)cyclopropanecarboxamido)methyl)phenyl)-N-ethylsulfamoyl)benzofuran-2-Carboxylic acid